(S)-1-((R)-8-(1H-indol-3-ylsulfonyl)-1-oxa-8-azaspiro[4.5]decan-3-ylamino)-3-(3-(methylsulfonyl)phenoxy)propan-2-ol 2-chloro-6-pyridinecarboxylate ClC1=NC(=CC=C1)C(=O)O[C@@H](CN[C@H]1COC2(C1)CCN(CC2)S(=O)(=O)C2=CNC1=CC=CC=C21)COC2=CC(=CC=C2)S(=O)(=O)C